[Br-].ClC1=C(C[Zn+])C(=CC=C1)Cl 2,6-dichlorobenzylzinc bromide